N-cyclopropyl-N-(4-((4-((6-hydroxyhexyl)carbamoyl)phenyl)carbamoyl)benzyl)-3-oxo-3,4-dihydro-2H-benzo[b][1,4]oxazine-7-carboxamide C1(CC1)N(C(=O)C=1C=CC2=C(OCC(N2)=O)C1)CC1=CC=C(C=C1)C(NC1=CC=C(C=C1)C(NCCCCCCO)=O)=O